2-fluoro-6-(triazol-2-yl)benzoic acid C1=CC(=C(C(=C1)F)C(=O)O)N2N=CC=N2